C(C1=CC(=C(C(=C1)C)CC(C(=O)N)(C)C)C)C1=CC(=C(C(=C1)C)CC(C(=O)N)(C)C)C [methylenebis(2,6-dimethyl-4,1-phenylene)]bis[2,2-dimethyl-propanamide]